O(C(=O)CCCCCCCCC)CC(O)CO glyceryl caprate